C1(CCCC1)N1C(N(C=2C1=C1C(=NC2)NC(=C1C=1C=C2C=NN(C2=CC1)C)C1=CC=NC=C1)C)=O 1-Cyclopentyl-3-methyl-8-(1-methyl-1H-indazol-5-yl)-7-(pyridin-4-yl)-3,6-dihydroimidazo[4,5-d]pyrrolo[2,3-b]pyridin-2(1H)-on